FC1=C(C=CC=C1)C1=CC=C(C=C1)N1C(N(CCC1)C=1SC(=C(N1)C)S(=O)[O-])=O.[Na+] sodium 2-(3-(2'-fluoro-[1,1'-biphenyl]-4-yl)-2-oxotetrahydropyrimidin-1(2H)-yl)-4-methylthiazole-5-sulfinate